C1(CC1)C=1C=C2C(=CC(=NC2=C(C1C=1C2=CN(N=C2C=C(C1C)F)C(C1=CC=CC=C1)(C1=CC=CC=C1)C1=CC=CC=C1)O[C@@H](C)C1=CC=CC=C1)S(=O)(=O)CC)O[C@@H]1CN(CC1)C(=O)O (3S)-3-({6-cyclopropyl-2-(ethanesulfonyl)-7-[6-fluoro-5-methyl-2-(triphenylmethyl)-2H-indazol-4-yl]-8-[(1S)-1-phenylethoxy]quinolin-4-yl}oxy)pyrrolidine-1-carboxylic acid